sodium methylamino dithioformate C(=S)SNC.[Na]